ethyl (R)-N-(6-(3-((tert-butyldimethylsilyl)oxy)pyrrolidin-1-yl)-3-(trifluoromethyl)imidazo[1,2-b]pyridazin-8-yl)-N-(4-methoxybenzyl)glycinate [Si](C)(C)(C(C)(C)C)O[C@H]1CN(CC1)C=1C=C(C=2N(N1)C(=CN2)C(F)(F)F)N(CC(=O)OCC)CC2=CC=C(C=C2)OC